NC=1C=C(NC1)C(=O)N(CC=C)C 4-amino-N-methyl-N-(prop-2-en-1-yl)-1H-pyrrole-2-carboxamide